C(#N)C1=CC=C(CNC(=O)C2=CC=3C(=C(N=NC3)OCC3(CC3)S(N)(=O)=O)N(C2=O)C)C=C1 N-(4-cyanobenzyl)-1-methyl-2-oxo-8-((1-sulfamoylcyclopropyl)methoxy)-1,2-dihydropyrido[2,3-d]pyridazine-3-carboxamide